(2S,3R,4S)-3-[(ethanesulfonyl)amino]-4-fluoro-N,N-dimethyl-2-[(2,2',5'-trifluoro[1,1'-biphenyl]-3-yl)methyl]pyrrolidine-1-carboxamide C(C)S(=O)(=O)N[C@@H]1[C@@H](N(C[C@@H]1F)C(=O)N(C)C)CC=1C(=C(C=CC1)C1=C(C=CC(=C1)F)F)F